NC1=C2NC(N(C2=NC(=N1)S(=O)(=N)CCC)CC1=CC=CC=C1)=O 6-amino-9-benzyl-2-(propylsulphonimidoyl)-7H-purin-8-one